C(C)(=O)N[C@@H](CSSC[C@@H](C(=O)O)NC(C)=O)C(=O)O N,N'-diacetyl-L-cystine